peroxysilicic acid [Si](O)(O)(O)OO